FC=1C=C(COC=2C=C3N(C(N2)=O)C[C@H]2N3COC2)C=C(C1OC=1C=NC(=CC1)C)F (R)-6-((3,5-difluoro-4-((6-methylpyridin-3-yl)oxy)benzyl)oxy)-10,10a-dihydro-1H-oxazolo[3',4':3,4]imidazo[1,2-c]pyrimidin-8(3H)-one